dibenzyl (((1S,2S)-2-hydroxycyclohexyl)methyl) phosphate P(=O)(OCC1=CC=CC=C1)(OCC1=CC=CC=C1)OC[C@H]1[C@H](CCCC1)O